4-butyl-N-(2-fluoroethyl)-3-(4-fluorophenyl)-5-methyl-1-phenyl-4,5-dihydro-1H-pyrazole-5-carboxamide C(CCC)C1C(=NN(C1(C(=O)NCCF)C)C1=CC=CC=C1)C1=CC=C(C=C1)F